ClC1=C(C=CC(=C1)Cl)[C@@H](C)N (R)-1-(2,4-dichlorophenyl)ethan-1-amine